C(C)(C)N1C2CN(CC1CC2)C2=CC=C(C=C2)C2=CC1=C(C(=N2)C)C=C(N1C)C1=CC=C(C=C1)S(=O)(=O)C 6-(4-(8-Isopropyl-3,8-diazabicyclo[3.2.1]octan-3-yl)phenyl)-1,4-dimethyl-2-(4-(methylsulfonyl)phenyl)-1H-pyrrolo[3,2-c]pyridin